Ethyl 3,5-dimethyl-1H-pyrrole-2-carboxylate CC1=C(NC(=C1)C)C(=O)OCC